2-nitrobenzenesulfinamide [N+](=O)([O-])C1=C(C=CC=C1)S(=O)N